p-methylphenyl carbonate C(OC1=CC=C(C=C1)C)([O-])=O